NC=1N(N=C2CNCCC21)C(=O)[C@H]2CCNC1=C(C=CC=C21)C |o1:12| (S*)-(3-amino-4,5,6,7-tetrahydro-pyrazolo[3,4-c]pyridin-2-yl)(8-methyl-1,2,3,4-tetrahydro-quinolin-4-yl)methanone